FC1=C(C#N)C=CC(=C1)C=O 2-FLUORO-4-FORMYLBENZONITRILE